BrC1=CC=C2C(=C(C(N(C2=C1)C)=O)C#N)N1CCC(CC1)(C=1OC2=C(N1)C=C(C=C2)C)CC 7-Bromo-4-[4-ethyl-4-(5-methyl-1,3-benzoxazol-2-yl)piperidin-1-yl]-1-methyl-2-oxo-1,2-dihydro-quinoline-3-carbonitrile